C1(C(CC(CC1)C(C)C)C(=O)[O-])C 2-menthyl-carboxylate